ClC1=C(C=CC(=C1)C=1N=NN(C1)CC1=C(C=C(C=C1)C=1OC(=NN1)C(F)F)F)CNC 1-(2-chloro-4-(1-(4-(5-(difluoromethyl)-1,3,4-oxadiazol-2-yl)-2-fluorobenzyl)-1H-1,2,3-triazol-4-yl)phenyl)-N,N-dimethylamine